1-[rac-(5S)-5-phenyl-6,7-dihydro-5H-pyrrolo[1,2-b][1,2,4]triazol-2-yl]propan-1-one C1(=CC=CC=C1)[C@@H]1CCC=2N1N=C(N2)C(CC)=O |r|